amino-1-isopropyl-1H,1'H-[5,6'-biindazole] NC1=NN(C2=CC=C(C=C12)C1=CC=C2C=NNC2=C1)C(C)C